BrC1=CN(C2=C(C=C(C(=C12)CN1N=C2C=CC(=CC2=C1O)C#N)OC)C)C(=O)OC(C)(C)C tert-butyl 3-bromo-4-((5-cyano-3-hydroxy-2H-indazol-2-yl)-methyl)-5-methoxy-7-methyl-1H-indole-1-carboxylate